(3-Butyl-5-(diaminomethylene)-2,4,6-trioxotetrahydropyrimidin-1(2H)-yl)-2-(pyrazin-2-yl)spiro[3.5]nonane-2-carboxamide C(CCC)N1C(N(C(C(C1=O)=C(N)N)=O)C1C(CC12CCCCC2)(C(=O)N)C2=NC=CN=C2)=O